CS(=O)(=O)N1C(CCC1)C(=O)N 1-(methanesulfonyl)pyrrolidine-2-carboxamide